NC=1C(=CC(=C(C1)N1C(C(CC1)OCC#C)=O)C)C 1-(5-amino-2,4-dimethylphenyl)-3-(2-propyn-1-yloxy)-2-pyrrolidinone